7,10,13,16,19-pentaoxa-4-azadocosan-22-oate CCCNCCOCCOCCOCCOCCOCCC(=O)[O-]